1-(2,6-diisopropylphenyl)-2-(5-methoxy-[1,1'-biphenyl]-3-yl)-1H-imidazole C(C)(C)C1=C(C(=CC=C1)C(C)C)N1C(=NC=C1)C=1C=C(C=C(C1)OC)C1=CC=CC=C1